4-[3-[2,6-Dichloro-4-[4-(oxetan-3-yl)piperazin-1-yl]benzoyl]-2,4-dihydro-1,3-benzoxazin-8-yl]-5-fluoro-2-(3-oxa-8-azabicyclo[3.2.1]octan-8-yl)benzoic acid ClC1=C(C(=O)N2COC3=C(C2)C=CC=C3C3=CC(=C(C(=O)O)C=C3F)N3C2COCC3CC2)C(=CC(=C1)N1CCN(CC1)C1COC1)Cl